3-methoxy-5-(5-(4-(pyridin-2-yl)piperazin-1-yl)-1H-benzo[d]imidazol-2-yl)benzene-1,2-diol COC1=C(C(=CC(=C1)C1=NC2=C(N1)C=CC(=C2)N2CCN(CC2)C2=NC=CC=C2)O)O